2,4,6-trichlorophenol carbonate C(O)(=O)OC1=C(C=C(C=C1Cl)Cl)Cl